benzo[b]pyrazolo[4,3-f][1,4]thiazepine N1N=CC=2C=NC3=C(SC21)C=CC=C3